pyridyl-(azobenzene) N1=C(C=CC=C1)C1=C(C=CC=C1)N=NC1=CC=CC=C1